ClC1=C(C=C(C=C1)I)O 2-chloro-5-iodo-phenol